Nitrilotriphosphonic acid N(P(O)(O)=O)(P(O)(O)=O)P(O)(O)=O